C1=CC(=CC=2C3=CC=CC=C3C=CC12)OC(=O)N1CCC2(CC1)CCN(CC2)C phenanthren-3-yl-9-methyl-3,9-diazaspiro[5.5]undecane-3-carboxylate